2-methyl-4-(pyridin-2-yloxy)benzonitrile CC1=C(C#N)C=CC(=C1)OC1=NC=CC=C1